C(CC)N1CC2(CCOCC2)C2=CC=C(C=C12)C=1C=C(C(=O)N)C=CC1 3-(1-propyl-2',3',5',6'-tetrahydrospiro[indolin-3,4'-pyran]-6-yl)benzamide